6-((2-chloro-6-(trifluoromethyl)-1H-benzo[d]imidazol-1-yl)methyl)nicotinonitrile ClC1=NC2=C(N1CC1=NC=C(C#N)C=C1)C=C(C=C2)C(F)(F)F